Cl.C(C)O[Si](CCCSC=1NCCN1)(OCC)OCC 4,5-dihydro-2-[[3-(triethoxysilyl)propyl]thio]-1H-imidazole hydrochloride